COC=1C(=CC2=C(N=CN=C2N[C@H](C)C2=C(C(=CC=C2)C(F)(F)F)C)N1)C1CCS(CC1)(=O)=O (R)-4-(7-methoxy-4-((1-(2-methyl-3-(trifluoromethyl)phenyl)ethyl)amino)pyrido[2,3-d]pyrimidin-6-yl)tetrahydro-2H-thiopyran 1,1-dioxide